N-(5-(tert-butyl)isoxazol-3-yl)-2-(4-(trifluoromethyl)phenyl)pyrrolidine-1-carboxamide C(C)(C)(C)C1=CC(=NO1)NC(=O)N1C(CCC1)C1=CC=C(C=C1)C(F)(F)F